(S)-2-[3-((R)-1-carboxy-2-methylsulfanyl-ethyl)-ureido]-glutaric acid C(=O)(O)[C@H](CSC)NC(N[C@H](C(=O)O)CCC(=O)O)=O